(1H-indol-3-yl)-N-phenylacrylamide N1C=C(C2=CC=CC=C12)C(C(=O)NC1=CC=CC=C1)=C